6-methylamino-1,3-bis[4-(trifluoromethyl)phenyl]pyrimidine-2,4(1H,3H)-dione CNC1=CC(N(C(N1C1=CC=C(C=C1)C(F)(F)F)=O)C1=CC=C(C=C1)C(F)(F)F)=O